O[C@@]12C(=NC3=CC=C(C=C3C1=O)C)N(CC2)C=2C=C1C=C(C=NC1=CC2)C (S)-3a-Hydroxy-6-methyl-1-(3-methylquinolin-6-yl)-1,2,3,3a-tetrahydro-4H-pyrrolo[2,3-b]quinolin-4-one